2-[[[4-cyano-7-(4-isopropylphenyl)-2,3-dihydrobenzofuran-5-yl]amino]methyl]prop-2-enehydroxamic acid C(#N)C1=C(C=C(C2=C1CCO2)C2=CC=C(C=C2)C(C)C)NCC(C(=O)NO)=C